ClC1=CC=C(C=C1)[C@](C)(C#C)C=1N=C(SC1)NC(=O)N (S)-1-(4-(2-(4-chlorophenyl)but-3-yn-2-yl)thiazol-2-yl)urea